CC(S(=O)(=O)O)F.CC=1C(=C(C=CC1)C)C trimethylbenzene Methyl-fluoromethanesulfonate